2-(2-((5-(3-(aminomethyl)phenyl)benzo[1,2-b:3,4-b']difuran-3-yl)methoxy)-4-methoxyphenyl)acetic acid NCC=1C=C(C=CC1)C1=CC2=C(OC=C2COC2=C(C=CC(=C2)OC)CC(=O)O)C2=C1OC=C2